1-amino-4-(4-((4-methylpyridin-2-yl)carbamoyl)phenyl)-2-(1-(4,4,4-trifluorobut-2-enoyl)-piperidin-2-yl)-1H-imidazole-5-carboxamide NN1C(=NC(=C1C(=O)N)C1=CC=C(C=C1)C(NC1=NC=CC(=C1)C)=O)C1N(CCCC1)C(C=CC(F)(F)F)=O